N1CCC(CC1)NC(=O)C1COC1 N-(piperidin-4-yl)oxetan-3-carboxamide